FCC1[C@@H](OC(C1O)CO)N1C(NC(C=C1)=O)=O ((R)-3-(fluoromethyl)-4-hydroxy-5-(hydroxymethyl)tetrahydrofuran-2-yl)pyrimidine-2,4(1H,3H)-dione